2-(4-trifluoromethyl-phenoxy)benzamide FC(C1=CC=C(OC2=C(C(=O)N)C=CC=C2)C=C1)(F)F